1-((5-((4-(3-((2-((S)-1-hydroxyethyl)-1H-imidazol-1-yl)methyl)isoxazol-5-yl)phenyl)ethynyl)pyridin-2-yl)methyl)pyrrolidine-3-carbonitrile O[C@@H](C)C=1N(C=CN1)CC1=NOC(=C1)C1=CC=C(C=C1)C#CC=1C=CC(=NC1)CN1CC(CC1)C#N